(4,6-dichloropyridin-3-yl)formylhydrazine ClC1=C(C=NC(=C1)Cl)C(=O)NN